BrC=1C=C(N)C=C(C1OC1=CC=C2C(=N1)C(=CN2S(=O)(=O)CC2=CC=CC=C2)C(C)C)Br 3,5-dibromo-4-((3-isopropyl-1-toluenesulfonyl-1H-pyrrolo[3,2-b]pyridin-5-yl)oxy)aniline